COC=1C(=C2C=CN(C2=C(C1)C)C(=O)OC(C)(C)C)CN1C(CC2(COC2)CC1)C1=C(C=C(C=C1)C(=O)OC)NC tert-butyl 5-methoxy-4-({6-[4-(methoxycarbonyl)-2-(methylamino)phenyl]-2-oxa-7-azaspiro[3.5]nonan-7-yl}methyl)-7-methylindole-1-carboxylate